7-(6-(((1R,2R,3S,5S)-2-fluoro-8-azabicyclo[3.2.1]octan-3-yl)(methyl)amino)pyridazin-3-yl)-6-hydroxy-2-methylisoquinolin-1(2H)-one F[C@@H]1[C@H]2CC[C@@H](C[C@@H]1N(C1=CC=C(N=N1)C1=C(C=C3C=CN(C(C3=C1)=O)C)O)C)N2